4,4,4-trifluoro-N-(1-(4-fluorophenyl)-6-(2-hydroxypropan-2-yl)-1H-benzo[d]imidazol-2-yl)-3-hydroxy-3-(trifluoromethyl)butanamide FC(C(CC(=O)NC1=NC2=C(N1C1=CC=C(C=C1)F)C=C(C=C2)C(C)(C)O)(C(F)(F)F)O)(F)F